Tert-butyl (R)-3-((R)-1-(tert-butoxy)-1-oxo-3-(3-vinylphenyl)propan-2-yl)pyrrolidine-1-carboxylate C(C)(C)(C)OC([C@H](CC1=CC(=CC=C1)C=C)[C@@H]1CN(CC1)C(=O)OC(C)(C)C)=O